ClC=1C(=NC(=NC1)NC1=C(C=C(C=C1)N1CCN(CC1)C(CCCCCCNC1=C2CN(C(C2=CC=C1)=O)C1C(NC(CC1)=O)=O)=O)OC)NC1=C(C=CC=C1)P(=O)(C)C 3-(4-((7-(4-(4-((5-chloro-4-((2-(dimethylphosphoryl)phenyl)amino)pyrimidin-2-yl)amino)-3-methoxyphenyl)piperazin-1-yl)-7-oxoheptyl)amino)-1-oxoisoindolin-2-yl)piperidine-2,6-dione